3-(4-((cyclopropylmethyl)((1s,4s)-4-(((1-(trifluoromethyl)cyclopropyl)methyl)amino)cyclohexyl)amino)-1-oxoisoindolin-2-yl)piperidine-2,6-dione C1(CC1)CN(C1=C2CN(C(C2=CC=C1)=O)C1C(NC(CC1)=O)=O)C1CCC(CC1)NCC1(CC1)C(F)(F)F